C1(CC1)C#CC=1C=NN2C1C(=CC(=C2)C=2N=NN(C2C)C2CCN(CC2)C(C=C)=O)O[C@H](CO)C2=NC=C(C=C2)F (S)-1-[4-[4-[3-(2-cyclopropylethynyl)-4-[1-(5-fluoro-2-pyridyl)-2-hydroxy-ethoxy]pyrazolo[1,5-a]pyridin-6-yl]-5-methyl-triazol-1-yl]-1-piperidinyl]prop-2-en-1-one